N-cyclopropyl-2-(difluoromethoxy)-6-methoxy-4-(7-tetrahydropyran-4-yloxyimidazo[1,2-a]pyridin-3-yl)benzamide C1(CC1)NC(C1=C(C=C(C=C1OC)C1=CN=C2N1C=CC(=C2)OC2CCOCC2)OC(F)F)=O